[Si](C)(C)(C(C)(C)C)OC[C@H](N1C(=NC=C1)C)C1=CC=C(C=C1)NC(=O)NCC1=NC=C(C=C1)F |r| (rac)-(R)-1-(4-(2-((tert-Butyldimethylsilyl)oxy)-1-(2-methyl-1H-imidazol-1-yl)ethyl)phenyl)-3-((5-fluoropyridin-2-yl)methyl)urea